triisopropylphenyl-iodonium tetrakis(pentafluorophenyl)borate FC1=C(C(=C(C(=C1[B-](C1=C(C(=C(C(=C1F)F)F)F)F)(C1=C(C(=C(C(=C1F)F)F)F)F)C1=C(C(=C(C(=C1F)F)F)F)F)F)F)F)F.C(C)(C)C1=C(C(=C(C=C1)[IH+])C(C)C)C(C)C